BrC1=CC=2C(N(CC3(C2O1)CC3)CC(=O)OCC)=O Ethyl 2-(2'-bromo-4'-oxo-4'H-spiro[cyclopropane-1,7'-furo[3,2-c]pyridin]-5'(6'H)-yl)acetate